C1N(CCC2=CC=CC=C12)C1C(C(N(CC1)C(=O)C1=CC(=NC=C1)NC1CCN(CC1)C(C)=O)C)O 1-(4-((4-(4-(3,4-dihydroisoquinolin-2(1H)-yl)-3-hydroxy-2-methylpiperidine-1-carbonyl)pyridin-2-yl)amino)piperidin-1-yl)ethan-1-one